(S)-8-chloro-N-(pyrrolidin-3-yl)quinolin-6-amine hydrochloride Cl.ClC=1C=C(C=C2C=CC=NC12)N[C@@H]1CNCC1